(2S,3R)-1-(4-(5-(azetidin-3-yl)-1,2,4-oxadiazol-3-yl)-7,7-difluoro-6,7-dihydro-5H-cyclopenta[d]pyrimidin-2-yl)-2-methylazetidin-3-ol N1CC(C1)C1=NC(=NO1)C=1C2=C(N=C(N1)N1[C@H]([C@@H](C1)O)C)C(CC2)(F)F